ClC1=CC=2N(C=C1)N=C(N2)N[C@@H]2C[C@H](CC2)NC2=CC=C(C=N2)N2C(C=CC=C2)=O 6'-(((1S,3S)-3-((7-chloro-[1,2,4]triazolo[1,5-a]pyridin-2-yl)amino)cyclopentyl)amino)-2H-[1,3'-bipyridinyl]-2-one